2-(p-{(1R,3R)-Dispiro[cyclohexane-1,3'-[1,2,4]trioxolane-5',2''-tricyclo[3.3.1.13,7]decan]-3-yl}phenyl)ethylamine C12C3(C4CC(CC(C1)C4)C2)O[C@]2(OO3)C[C@@H](CCC2)C2=CC=C(C=C2)CCN